C(#N)C=1C=C(C=CC1F)NC(N(CC(C)C)[C@H]1COCC=2NC(C=3C=C(C=CC3C21)F)=O)=O (R)-3-(3-cyano-4-fluorophenyl)-1-(8-fluoro-6-oxo-1,4,5,6-tetrahydro-2H-pyrano[3,4-c]isoquinolin-1-yl)-1-isobutylurea